C(=O)[O-].C(=O)[O-].[Fe+2] iron(II) diformate